C1N(CC12CNC2)C2=CC=C(C=C2)C2=CC(=C1CN(C(C1=C2)=O)C(C(=O)NC=2SC=CN2)C2=C1N(C=N2)C[C@@H](C1)F)F 2-(6-(4-(2,6-diazaspiro[3.3]heptan-2-yl)phenyl)-4-fluoro-1-oxoisoindolin-2-yl)-2-((R)-6-fluoro-6,7-dihydro-5H-pyrrolo[1,2-c]imidazol-1-yl)-N-(thiazol-2-yl)acetamide